Thulium(III) oxalate C(C(=O)[O-])(=O)[O-].[Tm+3].C(C(=O)[O-])(=O)[O-].C(C(=O)[O-])(=O)[O-].[Tm+3]